((2R,3S,5R)-2-((((2-(1-adamantyl)ethoxy)carbonyl)oxy)methyl)-5-(6-amino-2-fluoro-9H-purin-9-yl)-2-ethynyltetrahydrofuran-3-yl) ethyl carbonate C(O[C@@H]1[C@@](O[C@H](C1)N1C2=NC(=NC(=C2N=C1)N)F)(C#C)COC(=O)OCCC12CC3CC(CC(C1)C3)C2)(OCC)=O